3-(2-{[1-(3-chloro(2-pyridyl))-isopropyl]amino}pyrimidin-5-yl)isoxazole-5-carboxamide ClC=1C(=NC=CC1)C(C)(C)NC1=NC=C(C=N1)C1=NOC(=C1)C(=O)N